[Al+3].C(CCCCCCCCCCCCCCCCC)(=O)[O-].C(CCCCCCCCCCCCCCCCC)(=O)[O-].C(CCCCCCCCCCCCCCCCC)(=O)[O-] tristearate aluminum